tert-Butyl (2S,4R)-2-(2-(6-bromo-4,7-dichloro-2H-indazol-2-yl)-3-ethoxy-3-oxopropanoyl)-4-fluoropyrrolidine-1-carboxylate BrC=1C=C(C2=CN(N=C2C1Cl)C(C(=O)[C@H]1N(C[C@@H](C1)F)C(=O)OC(C)(C)C)C(=O)OCC)Cl